1-chloro-5-((2,6-dichlorophenyl)-ethynyl)-2,3-dihydro-1H-indene ClC1CCC2=CC(=CC=C12)C#CC1=C(C=CC=C1Cl)Cl